3-((2-((3-chloro-2-fluorophenylmethyl)amino)-2-oxoethyl)amino)propionamide ClC=1C(=C(C=CC1)CNC(CNCCC(=O)N)=O)F